3-Methyl-2-(6-(((5-methylisoxazol-3-yl)amino)methyl)pyridazin-3-yl)-5-(trifluoromethyl)phenol CC=1C(=C(C=C(C1)C(F)(F)F)O)C=1N=NC(=CC1)CNC1=NOC(=C1)C